(2s,3r,4r)-3-ethyl-4-fluoropyrrolidine-1,2-dicarboxylate C(C)[C@@H]1[C@H](N(C[C@@H]1F)C(=O)[O-])C(=O)[O-]